NCC(C1=CC=C(C=C1)F)(F)[C@@H]1[C@H]([C@H]([C@@H](C1)N1C=CC2=C1N=CN=C2C)O)O (1S,2R,3S,5R)-3-[2-amino-1-fluoro-1-(4-fluorophenyl)ethyl]-5-(4-methyl-7H-pyrrolo[2,3-d]pyrimidin-7-yl)cyclopentane-1,2-diol